methyl (R)-2-(((benzyloxy)carbonyl)amino)-3-(7-cyclopropylthieno[3,2-b]pyridine-2-carboxamido)propanoate C(C1=CC=CC=C1)OC(=O)N[C@@H](C(=O)OC)CNC(=O)C1=CC2=NC=CC(=C2S1)C1CC1